1,4,7,10-tetraazacyclododecane-1,4,7,10-tetracarboxylic acid N1(CCN(CCN(CCN(CC1)C(=O)O)C(=O)O)C(=O)O)C(=O)O